(R)-1-(3-((6-((1-isobutyl-1H-pyrazol-4-yl)amino)-1H-pyrazolo[3,4-d]pyrimidin-4-yl)amino)piperidin-1-yl)prop-2-en-1-one C(C(C)C)N1N=CC(=C1)NC1=NC(=C2C(=N1)NN=C2)N[C@H]2CN(CCC2)C(C=C)=O